6-dibromomethyl-methyl-nicotinic acid methyl ester COC(C1=C(N=C(C=C1)C(Br)Br)C)=O